C1(CCCC1)CN(C(C)=O)C1=CC=C(C=C1)C=1C=NC=CC1 N-(cyclopentylmethyl)-N-(4-(pyridin-3-yl)phenyl)acetamide